2-fluoropyridin-3-ol FC1=NC=CC=C1O